C(C)(=O)C(C(=O)OCCCCCCCCCC)C(O)(C(=O)[O-])CC(=O)[O-] decyl acetylcitrate